C(C)N1CC(C1)C=1C=CC(=NC1)NC(=O)C=1N=C(SC1)C1=C(N=CN1C(C)C)C1=CC=C(C=C1)F N-(5-(1-ethylazetidin-3-yl)pyridin-2-yl)-2-(4-(4-fluorophenyl)-1-isopropyl-1H-imidazol-5-yl)thiazole-4-carboxamide